N1CCC(CC1)C1=NN(C=C1)C1=NC(=C2N=C(NC2=N1)C1=CC=NC=C1)N1CCOCC1 4-(2-(3-(piperidin-4-yl)-1H-pyrazol-1-yl)-8-(pyridin-4-yl)-9H-purin-6-yl)morpholine